C1(CC1)C=1C=C(OC=2C(=C(N=NC2)C)C2=NOC[C@H](N2)CC2=C(C=C(C=C2)C)C)C=CC1 |r| (5RS)-3-[5-(3-cyclopropylphenoxy)-3-methylpyridazin-4-yl]-5-(2,4-dimethylbenzyl)-5,6-dihydro-4H-1,2,4-oxadiazine